indazolate N1N=C(C2=CC=CC=C12)C(=O)[O-]